NC1=NC=C(C=C1C=1C=C2CCNC(C2=CC1)=O)C1=CC=C(C=C1)N1[C@H]2CN(C[C@@H]1CC2)C 6-(2-amino-5-(4-((1R,5S)-3-methyl-3,8-diazabicyclo[3.2.1]octan-8-yl)phenyl)pyridin-3-yl)-3,4-dihydroisoquinolin-1(2H)-one